O1C2(C=CC=C1)C1C=CC(C2)C1 norbornenespiropyran